(3R)-3-fluoro-N-(4-fluoro-3-{5-[4-(2,2,2-trifluoroethyl)piperazin-1-yl]-2H-pyrazolo[3,4-b]pyridin-2-yl}phenyl)pyrrolidine-1-carboxamide F[C@H]1CN(CC1)C(=O)NC1=CC(=C(C=C1)F)N1N=C2N=CC(=CC2=C1)N1CCN(CC1)CC(F)(F)F